ClC1=CC=C(C=C1)N1C(=NC=2N(C(N(C(C12)=O)C)=O)[C@H](C)C1=CC=C(C=C1)S(=O)(=O)N)C=1N(N=CC1)C 4-[(1R)-1-[7-(4-chlorophenyl)-1-methyl-8-(2-methylpyrazol-3-yl)-2,6-dioxopurin-3-yl]ethyl]benzenesulfonamide